tert-butyl N-[2-[2-[5,7-difluoro-2-(4-fluorophenyl)-1H-indol-3-yl]ethylamino]-2-oxo-ethyl]carbamate FC=1C=C2C(=C(NC2=C(C1)F)C1=CC=C(C=C1)F)CCNC(CNC(OC(C)(C)C)=O)=O